2-(4-((2-butyl-4-oxo-1,3-diazaspiro[4.4]non-1-en-3-yl)methyl)-2-(methoxymethyl)phenyl)-N-(4,5-dimethylisoxazol-3-yl)-N-(methoxymethyl)thiophene-3-sulfonamide C(CCC)C1=NC2(C(N1CC1=CC(=C(C=C1)C=1SC=CC1S(=O)(=O)N(COC)C1=NOC(=C1C)C)COC)=O)CCCC2